C1(=CC=CC=C1)C1(C2=CC=CC=C2C=2C=C(C=CC12)C=1C=C(C=CC1)C1=CC(=CC=C1)C1=NC2=C3N=CC=CC3=CC=C2C=C1)C=1C=NC=CC1 2-(3'-(9-phenyl-9-(pyridin-3-yl)-9H-fluoren-3-yl)-[1,1'-biphenyl]-3-yl)-1,10-phenanthroline